4-(6-((diphenylmethylene)amino)-4-methyl-2,3-dioxo-3,4-dihydroquinoxalin-1(2H)-yl)piperidine C1(=CC=CC=C1)C(C1=CC=CC=C1)=NC=1C=C2N(C(C(N(C2=CC1)C1CCNCC1)=O)=O)C